2'-bromospiro[7H-benzo[c]fluorene-7,9'-9H-fluorene] BrC1=CC=2C3(C4=CC=CC=C4C2C=C1)C=1C=CC=CC1C=1C2=C(C=CC13)C=CC=C2